N'-(4-piperidinyl)oxamide N1CCC(CC1)NC(C(N)=O)=O